BrC=1C=C(C=C(C1)Cl)[C@@H](C)NC(C1=C(C=CC(=C1)OCCN(C)C)C)=O (R)-N-(1-(3-bromo-5-chlorophenyl)ethyl)-5-(2-(dimethylamino)ethoxy)-2-methylbenzamide